C(C)(C)(C)OC(NC1=CC=C(C=C1)NC1=NC(=NC(=C1)C)N1CCOCC1)=O (4-((6-Methyl-2-morpholinopyrimidin-4-yl)amino)phenyl)carbamic acid tert-butyl ester